COC(C(C1=CC=C(C=C1)SC1=NC(=NC(=N1)C(Cl)(Cl)Cl)C(Cl)(Cl)Cl)CC1=CC=CC=C1)=O Benzyl-2-{4-[2,4-bis(trichloromethyl)-s-triazin-6-yl]thiophenyl}acetic acid methyl ester